The molecule is a 1-(phosphoribosyl)imidazolecarboxamide. It has a role as an Escherichia coli metabolite. It is a conjugate acid of a 5-[(5-phospho-1-deoxy-D-ribulos-1-ylimino)methylamino]-1-(5-phospho-beta-D-ribosyl)imidazole-4-carboxamide(4-). C1=NC(=C(N1[C@H]2[C@@H]([C@@H]([C@H](O2)COP(=O)(O)O)O)O)NC=NCC(=O)[C@@H]([C@@H](COP(=O)(O)O)O)O)C(=O)N